2-(((S)-1-(1H-1,2,4-triazol-1-yl)propan-2-yl)oxy)-4-(2-((3-(3-methoxypropoxy)-1-((1r,4r)-4-morpholinocyclohexyl)-1H-pyrazol-4-yl)amino)pyrimidin-5-yl)benzonitrile N1(N=CN=C1)C[C@H](C)OC1=C(C#N)C=CC(=C1)C=1C=NC(=NC1)NC=1C(=NN(C1)C1CCC(CC1)N1CCOCC1)OCCCOC